S(F)F thiofluoride